COC(C)C1=CC(=NN1)N1CCN(CC1)C(=O)OC(C)(C)C tert-butyl 4-[5-(1-methoxyethyl)-1H-pyrazol-3-yl]piperazine-1-carboxylate